C[N+]1(CCCC1)C methyl-methylpyrrolidinium